ClC=1C=C2C(=CC(=NC2=CC1)C(F)(F)F)N[C@@H]1C[C@@H](CCC1)NC(C1=C(C=C(C=C1)F)C#N)=O N-[(1R,3S)-3-{[6-chloro-2-(trifluoromethyl)quinolin-4-yl]amino}cyclohexyl]-2-cyano-4-fluorobenzamide